3-(4-(((3S,4R)-3-fluoro-1-methylpiperidin-4-yl)amino)-1-(2,2,2-trifluoroethyl)-1H-indol-2-yl)prop-2-yn-1-ol F[C@H]1CN(CC[C@H]1NC1=C2C=C(N(C2=CC=C1)CC(F)(F)F)C#CCO)C